1-Hexyl-2-butylpiperidinium methansulfonat CS(=O)(=O)[O-].C(CCCCC)[NH+]1C(CCCC1)CCCC